CC1(CC(CC1)C=1SC=C(N1)C(F)(F)F)O 1-methyl-3-[4-(trifluoromethyl)thiazol-2-yl]cyclopentanol